NC1=NC=C(C=2C1=CN(N2)C2OCCCC2)NC(C(N2C(CC[C@@H](C2)C)C2=CC=C1CCN(CC1=C2)C)=O)=O |r| N-(4-Amino-2-tetrahydropyran-2-yl-pyrazolo[4,3-c]pyridin-7-yl)-2-oxo-2-[rac-(5S)-5-methyl-2-(2-methyl-3,4-dihydro-1H-isoquinolin-7-yl)-1-piperidyl]acetamide